C(C)(C)(C)OC(N(CCC=O)CC1=CC=C(C=C1)F)=O.ClC1=C(C(=O)NC2=C3C=NN(C3=CC=C2)CC)C=C(C=C1)CNS(=O)(=O)C1CC1 2-Chloro-5-{[(cyclopropylsulfonyl)amino]methyl}-N-(1-ethyl-1H-indazol-4-yl)benzamide tert-butyl-(4-fluorobenzyl)(3-oxopropyl)carbamate